N1CC=C2C(C=CC=C12)=O indole-4(1H)-one